furan-2,5-diamine O1C(=CC=C1N)N